t-butyl ((1s,3s)-3-aminocyclobutyl)carbamate NC1CC(C1)NC(OC(C)(C)C)=O